C(C1=CC=CC=C1)N1C[C@@H](CC1)NC(=S)NC1=C(C=CC=C1)F (R)-1-(1-benzylpyrrolidine-3-yl)-3-(2-fluorophenyl)thiourea